(1R,2R)-N-(5-chloroimidazo[5,1-a][2,6]naphthyridin-9-yl)-2-fluorocyclopropane-1-carboxamide ClC=1N2C(C3=CC(=NC=C3C1)NC(=O)[C@@H]1[C@@H](C1)F)=CN=C2